C(CCC)[Si](OCCCC)(OCCCC)OCCCC n-Butyl-trin-butoxysilan